(3-trifluoromethylphenyl)phenylselenide FC(C=1C=C(C=CC1)[Se]C1=CC=CC=C1)(F)F